5-chloro-6-fluoro-N-(6-fluoropyridin-2-yl)-N-(4-methoxybenzyl)pyridine-3-sulfonamide ClC=1C=C(C=NC1F)S(=O)(=O)N(CC1=CC=C(C=C1)OC)C1=NC(=CC=C1)F